C(#N)[C@@H](C1=CC(=CC=C1)OC1=CC=CC=C1)OC(=O)[C@H]1C([C@H]1C=C(Cl)Cl)(C)C (R,S)-α-Cyano-3-phenoxybenzyl-(1RS)-cis,trans-3-(2,2-dichlorovinyl)-2,2-dimethylcyclopropan-carboxylat